Alpha-MethylstyreneAcrylonitrile CC(C#N)=CC=CC1=CC=CC=C1